(E)-1-(2,4-dihydroxyphenyl)-3-(4-hydroxy-3-methoxyphenyl)prop-2-en-1-one OC1=C(C=CC(=C1)O)C(\C=C\C1=CC(=C(C=C1)O)OC)=O